(P)-(1S,9S)-6-(2-hydroxy-6-methylphenyl)-4-(2-(2-propenoyl)-2,6-diazaspiro[3.4]octan-6-yl)-3-azatricyclo[7.1.1.02,7]undeca-2,4,6-triene-5-carbonitrile OC1=C(C(=CC=C1)C)C=1C(=C(N=C2C3CC(CC12)C3)N3CC1(CN(C1)C(C=C)=O)CC3)C#N